2-fluoroethyl [4-[3-(2-chlorophenyl)-4-(1H-1,2,4-triazol-3-yl)1H-pyrrol-1-yl]-5-methylpyridin-2-yl]carbamate ClC1=C(C=CC=C1)C1=CN(C=C1C1=NNC=N1)C1=CC(=NC=C1C)NC(OCCF)=O